BrC1=C(C(=CC(=C1)P(=O)(C)C)Cl)F 1-BROMO-3-CHLORO-5-DIMETHYLPHOSPHORYL-2-FLUOROBENZENE